C(C)(C)C1=CC=C(C=C1)C1=CC=C(C=C1)C(=O)N1CC2=CC=C(C=C2CC1)OC(C(=O)N1[C@@H]2CN([C@H](C1)C2)C(=O)OC(C)(C)C)(C)C tert-butyl (1S,4S)-5-(2-((2-(4'-isopropyl-[1,1'-biphenyl]-4-carbonyl)-1,2,3,4-tetrahydroisoquinolin-6-yl) oxy)-2-methylpropanoyl)-2,5-diazabicyclo[2.2.1]heptane-2-carboxylate